2,2-bis-(3',5-dichloro-dihydroxyphenyl)propane tert-butyl-(3S)-4-cyclopropyl-3-methyl-4-oxobutanoate C(C)(C)(C)OC(C[C@@H](C(=O)C1CC1)C)=O.ClC=1C(=C(C(=C(C1)Cl)O)C(C)(C)C1=C(C(=CC(=C1O)Cl)Cl)O)O